4-tert-butyl-2-(4-fluorophenyl)pyridine C(C)(C)(C)C1=CC(=NC=C1)C1=CC=C(C=C1)F